2-(2,3-dimethyl-4-(pyridazin-3-ylmethyl)piperazin-1-yl)-6-fluoro-4-isobutylbenzonitrile CC1N(CCN(C1C)CC=1N=NC=CC1)C1=C(C#N)C(=CC(=C1)CC(C)C)F